(±)-(trans)-N-[8-(benzhydrylideneamino)-6-[4-(1,1-difluoroethyl)-3-pyridyl]-3-isoquinolyl]-2-cyano-cyclopropanecarboxamide C(C1=CC=CC=C1)(C1=CC=CC=C1)=NC=1C=C(C=C2C=C(N=CC12)NC(=O)[C@H]1[C@@H](C1)C#N)C=1C=NC=CC1C(C)(F)F |r|